NC=1C(N(C2=C(N1)SC(=C2)C(=O)NC2CCN(CC2)CC(CN2C=NC=C2)(C2=CC=CC=C2)O)C2=CC1=C(OCCN1C1=CC=CC=C1)C=C2)=O 3-amino-N-(1-(2-hydroxy-3-(1H-imidazol-1-yl)-2-phenylpropyl)piperidin-4-yl)-2-oxo-1-(4-phenyl-3,4-dihydro-2H-benzo[b][1,4]oxazin-6-yl)-1,2-dihydrothieno[2,3-b]pyrazine-6-carboxamide